COC([C@H](NC([C@@H](NC([C@H](CCC1=CC=CC=C1)NC(=O)OC(C)(C)C)=O)CC(C)C)=O)CC1=CC=CC=C1)=O N-[(S)-2-(t-butoxycarbonylamino)-4-phenylbutyryl]-L-leucyl-D-phenylalanine methyl ester